P(=O)(O)(O)C(=O)[C@@H](O)[C@@H](O)[C@H](O)[C@H](O)CO Phosphomonomannose